S(=O)(=O)(C1=CC=C(C)C=C1)N1C=CC2=C1N=CC=1N2C(=NN1)C12CCC(CC1)(CC2)NC=2OC1=C(N2)C=CC=C1 N-(4-(6-Tosyl-6H-pyrrolo[2,3-e][1,2,4]triazolo[4,3-a]pyrazin-1-yl)bicyclo[2.2.2]octan-1-yl)benzo[d]oxazol-2-amine